BrC=1C=C(C2=C(N(C(=N2)C(=O)N)C(C)C)C1)F 6-bromo-4-fluoro-1-(propan-2-yl)-1H-benzimidazole-2-carboxamide